ClC1=CC=C(C=C1)N1C(=C(C=C1C)C(CN1[C@H](CCC1)C(=O)N)=O)C (R)-1-(2-(1-(4-Chlorophenyl)-2,5-dimethyl-1H-pyrrol-3-yl)-2-oxoethyl)pyrrolidine-2-carboxamide